NC1=C(C=C(C=N1)C=1C=C2N(N1)CCC21CN(C1)C(=O)NC1(CCC1)C1=NC=CC=C1)C(F)(F)F 2'-[6-amino-5-(trifluoromethyl)pyridin-3-yl]-N-[1-(pyridin-2-yl)cyclobutyl]-5',6'-dihydrospiro[azetidine-3,4'-pyrrolo[1,2-b]pyrazole]-1-carboxamide